ClC1=CC=C(C=C1)CC(=O)N [(4-chlorophenyl)methyl]carboxamide